C(C)(C)(C)OC(=O)NCC=1SC(=C(N1)C(=O)OCC)[C@H]1[C@H](C1)F |r| rac-ethyl 2-(((tert-butoxycarbonyl)amino)methyl)-5-((1R,2S)-2-fluorocyclopropyl)thiazole-4-carboxylate